tert-Butyl (NE)-N-{(4S)-4-(3-amino-2-chlorophenyl)-4-methyl-1-[(2SR,4RS)-2-methyl-tetrahydropyran-4-yl]-6-oxohexahydropyrimidin-2-ylidene}carbamate NC=1C(=C(C=CC1)[C@]1(N/C(/N(C(C1)=O)[C@H]1C[C@@H](OCC1)C)=N\C(OC(C)(C)C)=O)C)Cl |&1:14,16|